9,10-Difuranylanthracene O1C(=CC=C1)C=1C2=CC=CC=C2C(=C2C=CC=CC12)C=1OC=CC1